CC1=NNC(=C1C1=CC=C(C=C1)NC(=O)[C@H]([C@H](C)C1=CC(=CC=C1)C1=CC(=NC=C1)N1[C@@H]2CO[C@H](C1)C2)NC(=O)C2(CC2)F)C N-[(1S,2R)-1-[[4-(3,5-dimethyl-1H-pyrazol-4-yl)phenyl]carbamoyl]-2-[3-[2-[(1S,4S)-2-oxa-5-azabicyclo[2.2.1]heptan-5-yl]-4-pyridyl]phenyl]propyl]-1-fluoro-cyclopropanecarboxamide